N(=NC1(CCCCC1)C#N)C1(CCCCC1)C#N 1,1'-azobis(cyclohexanecarbonitrile)